N-(5-(6-(2-oxa-6-azaspiro[3.3]heptan-6-yl)pyridazin-3-yl)-4-((2-(1,1-difluoroethyl)pyrimidin-4-yl)amino)pyridin-2-yl)acetamide C1OCC12CN(C2)C2=CC=C(N=N2)C=2C(=CC(=NC2)NC(C)=O)NC2=NC(=NC=C2)C(C)(F)F